C(C=C)(=O)OCCC(COP(O)(O)=O)Br acryloyloxyethyl-2-bromoethyl-phosphoric acid